N-(4-bromobutyl)-N-(1-methyl-1H-indazol-7-yl)-1-(4-(trifluoromethyl)pyridin-2-yl)-1H-pyrazole-4-sulfonamide BrCCCCN(S(=O)(=O)C=1C=NN(C1)C1=NC=CC(=C1)C(F)(F)F)C=1C=CC=C2C=NN(C12)C